(2R,3S,4R,5R)-5-(4-aminopyrrolo[2,1-f][1,2,4]triazin-7-yl)-5-cyano-2-((2-cyclohexylacetoxy)methyl)-4-hydroxytetrahydrofuran-3-yl 3-methylbutanoate CC(CC(=O)O[C@@H]1[C@H](O[C@@]([C@@H]1O)(C#N)C1=CC=C2C(=NC=NN21)N)COC(CC2CCCCC2)=O)C